methyl (S)-4-(2-(2-(((benzyloxy)carbonyl) amino)-3-(hexylamino)-3-oxopropyl)oxazol-5-yl)benzoate C(C1=CC=CC=C1)OC(=O)N[C@@H](CC=1OC(=CN1)C1=CC=C(C(=O)OC)C=C1)C(=O)NCCCCCC